N-[(1S)-1-[(2S,4R)-2-[5-[2-(3-chlorophenyl)ethyl]-1H-imidazol-2-yl]-4-hydroxy-pyrrolidine-1-carbonyl]-2,2-dimethyl-propyl]acetamide ClC=1C=C(C=CC1)CCC1=CN=C(N1)[C@H]1N(C[C@@H](C1)O)C(=O)[C@H](C(C)(C)C)NC(C)=O